3-(cyclopropylmethoxy)-5,5-dimethyl-4-(4-methylsulfonylphenyl)furan-2-one C1(CC1)COC=1C(OC(C1C1=CC=C(C=C1)S(=O)(=O)C)(C)C)=O